ClC=1C=C(C=C(C1OC1=CN(C(C(=C1)F)=O)C1CCCC1)Cl)NN 2-(3,5-dichloro-4-[(1-cyclopentyl-5-fluoro-6-oxo-1,6-dihydropyridine-3-yl)oxy]phenyl)hydrazine